(+/-)-isopropyl (1S,3S)-3-((2-methyl-6-(1-methyl-5-(((methyl((tetrahydrofuran-3-yl) methyl)carbamoyl)oxy)methyl)-1H-pyrazol-4-yl)pyridin-3-yl)oxy)cyclohexane-1-carboxylate CC1=NC(=CC=C1O[C@@H]1C[C@H](CCC1)C(=O)OC(C)C)C=1C=NN(C1COC(N(C[C@@H]1COCC1)C)=O)C |&1:30|